3,3-bis(methoxymethyl)-2-oxoindoline-1-carboxylate COCC1(C(N(C2=CC=CC=C12)C(=O)[O-])=O)COC